tert-butyl 2-(dimethylcarbamoyl)-3-methyl-6,7-dihydro-4H-pyrazolo[1,5-a]pyrazine-5-carboxylate CN(C(=O)C1=NN2C(CN(CC2)C(=O)OC(C)(C)C)=C1C)C